BrC1=C(C(=CC(=C1)N1CCOCC1)C(F)(F)F)NC(CCC1CCCCC1)=O N-(2-Bromo-4-morpholin-4-yl-6-trifluoromethyl-phenyl)-3-cyclohexyl-propionamide